ClC1=C(C=C(C=O)C=C1)O[Si](C(C)C)(C(C)C)C(C)C 4-chloro-3-((triisopropylsilyl)oxy)benzaldehyde